ClC1=NC(=C2N=CNC2=N1)NN=CC1=CC(=CC=C1)C 2-chloro-6-(2-(3-methylbenzylidene)hydrazinyl)-9H-purine